gallium zinc Tin Oxide [Sn]=O.[Zn].[Ga]